4-(2-cyanopropan-2-yl)-N-(2-fluoro-4-methyl-3-(7-(methylamino)-1,6-naphthyridin-3-yl)phenyl)picolinamide C(#N)C(C)(C)C1=CC(=NC=C1)C(=O)NC1=C(C(=C(C=C1)C)C=1C=NC2=CC(=NC=C2C1)NC)F